C(C)(C)(C)OC(=O)C1=CC(=CC2=NC3=CC=CC=C3C=C12)CN1N=CC(=C1)C(=O)O 1-({1-[(tert-butoxy)carbonyl]acridin-3-yl}methyl)-1H-pyrazole-4-carboxylic acid